4-morpholino-1-{[2-(trimethylsilyl)ethoxy]methyl}-1H-1,5,7-triazaindene O1CCN(CC1)C1=C2C=CN(C2=NC=N1)COCC[Si](C)(C)C